CC1=CC=CC2=C1OCCN2 8-methyl-3,4-dihydro-2H-benzo[b][1,4]oxazine